methyl 6-methyl-4-vinylnicotinate CC1=NC=C(C(=O)OC)C(=C1)C=C